ClC1=C(C=CC=C1F)S(=O)(=O)NC1=C(C=C(C=C1F)C#CC1=CC=CC=C1)F 2-chloro-N-[2,6-difluoro-4-(2-phenylethynyl)phenyl]-3-fluoro-benzenesulfonamide